2-((1-(7-methyl-2-(1-methyl-6-oxo-1,6-dihydropyridin-3-yl)-4-oxo-4H-pyrido[1,2-a]pyrimidin-9-yl)ethyl)amino)benzoic acid CC=1C=C(C=2N(C(C=C(N2)C2=CN(C(C=C2)=O)C)=O)C1)C(C)NC1=C(C(=O)O)C=CC=C1